2-[4'-(2-acetoxyethoxy)-5-[4-[3',4'-bis(2-acetoxyethoxy)spiro[1,3-dioxane-2,9'-thioxanthene]-5-yl]phenyl]spiro[1,3-dioxane-2,9'-thioxanthene]-3'-yl]oxyethyl acetate C(C)(=O)OCCOC=1C=CC=2C3(C4=CC=CC=C4SC2C1OCCOC(C)=O)OCC(CO3)C3=CC=C(C=C3)C3COC1(C2=CC=CC=C2SC=2C(=C(C=CC12)OCCOC(C)=O)OCCOC(C)=O)OC3